OC(C(=O)O)(CC)C alpha-hydroxy-alpha-methylbutanoic acid